5-hexynamide C(CCCC#C)(=O)N